P(=O)(OP(=O)O)O[C@@H]1[C@H](O)[C@H](O)[C@H](O1)CO alpha-D-ribose 1-diphosphonate